8-Bromo-5-fluoronaphthalen-2-ol BrC=1C=CC(=C2C=CC(=CC12)O)F